C(C)OC[C@]1(CC[C@@]2([C@H]3CC[C@@]4([C@H](CC[C@H]4[C@@H]3CC[C@@H]2C1)C(=O)N1[C@@H](CCCC1)C1=CC=C(C=C1)F)C)CC)O ((3R,5R,8S,9S,10S,13S,14S,17S)-3-(ethoxymethyl)-10-ethyl-3-hydroxy-13-methylhexadecahydro-1H-cyclopenta[a]phenanthren-17-yl)((S)-2-(4-fluorophenyl)piperidin-1-yl)methanone